2-n-propyl-propylene C(CC)C(=C)C